FC(CC[C@@H](C(OC)OC)NC(OCC1=CC=CC=C1)=O)(C)F benzyl (S)-(5,5-difluoro-1,1-dimethoxyhexan-2-yl)carbamate